sulfobutyl ether sodium [Na].S(=O)(=O)(O)CCCCOCCCCS(=O)(=O)O